(4S)-3-[2-(benzyloxy)acetyl]-4-(propan-2-yl)-1,3-oxazolidin-2-one C(C1=CC=CC=C1)OCC(=O)N1C(OC[C@@H]1C(C)C)=O